5-((1-benzyl-1H-indol-3-yl)methyl)-3-butyl-2,2-dimethyl-1-picolinoylimidazolidin-4-one C(C1=CC=CC=C1)N1C=C(C2=CC=CC=C12)CC1C(N(C(N1C(C1=NC=CC=C1)=O)(C)C)CCCC)=O